C1(C(C=CC=C1)C)(C)S(=O)(=O)O.N[C@H](C(=O)O[C@@H]1C[C@H]2N(CCC3=CC(=C(C=C23)OC)OC)C[C@H]1CC(C)C)C(C)C (2R,3R,11bR)-3-isobutyl-9,10-dimethoxy-1,3,4,6,7,11b-hexahydro-2H-pyrido[2,1-a]isoquinolin-2-yl (S)-2-amino-3-methyl-butyrate xylenesulfonate